(S*)-N5-Cyclopropyl-N7-methyl-3-phenyl-2,3-dihydrobenzofuran-5,7-dicarboxamid C1(CC1)NC(=O)C=1C=C(C2=C([C@@H](CO2)C2=CC=CC=C2)C1)C(=O)NC |o1:11|